1-{4-[1-sec-butyl-7-((R)-1-quinolin-3-yl-ethylamino)-1H-pyrazolo[4,3-d]pyrimidin-5-yl]-piperazin-1-yl}-propan-1-one C(C)(CC)N1N=CC=2N=C(N=C(C21)N[C@H](C)C=2C=NC1=CC=CC=C1C2)N2CCN(CC2)C(CC)=O